bis(2,4-di-tert-butylphenyl)-3-phenyl-phenylphosphinate C(C)(C)(C)C1=C(C=CC(=C1)C(C)(C)C)C1=C(C(=C(C=C1)P([O-])=O)C1=C(C=C(C=C1)C(C)(C)C)C(C)(C)C)C1=CC=CC=C1